2-(1-cyclobutyl-1H-pyrazol-4-yl)-N-(2-methyl-5-(2-(methyl(tetrahydro-2H-pyran-4-yl)amino)acetamido)pyridin-3-yl)pyrazolo[5,1-b]thiazole-7-carboxamide C1(CCC1)N1N=CC(=C1)C1=CN2C(S1)=C(C=N2)C(=O)NC=2C(=NC=C(C2)NC(CN(C2CCOCC2)C)=O)C